tert-butyl 3-fluoro-3-(2-((S)-1-(4-fluorophenyl)-1,2,3,4-tetrahydroisoquinoline-2-carbothioamido)-1-hydroxyethyl)azetidine-1-carboxylate FC1(CN(C1)C(=O)OC(C)(C)C)C(CNC(=S)N1[C@H](C2=CC=CC=C2CC1)C1=CC=C(C=C1)F)O